(5S,8S,15R)-1-(2,5-dioxo-2,5-dihydro-1H-pyrrol-1-yl)-15-hydroxy-5,8-dimethyl-3,6,9-trioxo-12-oxa-4,7,10-triazahexadecan-16-oate O=C1N(C(C=C1)=O)CCC(N[C@H](C(N[C@H](C(NCOCC[C@H](C(=O)[O-])O)=O)C)=O)C)=O